3,3'-(diphenylsilanediyl)bis(4-bromo-N,N-dimethylaniline) C1(=CC=CC=C1)[Si](C=1C=C(N(C)C)C=CC1Br)(C=1C=C(N(C)C)C=CC1Br)C1=CC=CC=C1